CC1([C@H]2CC=C([C@@H]1C2)CCCCO)C 4-((1R,5S)-6,6-dimethylbicyclo[3.1.1]hept-2-en-2-yl)butan-1-ol